N-(2-fluoro-3-methyl-4-((1-methyl-1H-benzo[d]imidazol-5-yl)oxy)phenyl)-6-(piperidin-4-ylthio)pyrimido[5,4-d]pyrimidin-4-amine hydrochloride Cl.FC1=C(C=CC(=C1C)OC1=CC2=C(N(C=N2)C)C=C1)NC=1C2=C(N=CN1)C=NC(=N2)SC2CCNCC2